dioleoyl-ethylhydroxyethyl-ammonium methyl-sulfate COS(=O)(=O)[O-].C(CCCCCCC\C=C/CCCCCCCC)(=O)[N+](CCO)(CC)C(CCCCCCC\C=C/CCCCCCCC)=O